cis-1-(3-(1-(tert-butyl)-5-(pyrimidin-2-ylamino)-1H-pyrazol-3-yl)cyclopentyl)-3-isopropylurea C(C)(C)(C)N1N=C(C=C1NC1=NC=CC=N1)[C@H]1C[C@H](CC1)NC(=O)NC(C)C